FC(C=1C=C(C=CC1)CCCCC(=O)O)F 3-(difluoromethyl)-benzenepentanoic acid